4-(((1-(2-(2-(2-Fluoroethoxy)ethoxy)ethyl)-1H-1,2,3-triazol-4-yl)methyl)methylamino)benzaldehyde FCCOCCOCCN1N=NC(=C1)CN(C1=CC=C(C=O)C=C1)C